COC=1C=CC=2C3C(=NC2C1)CCN(CC3)C 8-methoxy-3-methyl-1,2,3,4,5,10b-hexahydroazepino[4,5-b]indole